C[C@@H]1[C@@H](CCCC1)C(=O)N1[C@@H](C2=C(C=CC(=C2CC1)C)OCC=1N=NN(C1C(F)(F)F)C)CN1C(CCC1)=O (1S,2R)-1-Methyl-2-((S)-5-methyl-8-((1-methyl-5-(trifluoromethyl)-1H-1,2,3-triazol-4-yl)methoxy)-1-((2-oxopyrrolidin-1-yl)methyl)-1,2,3,4-tetrahydroisochinolin-2-carbonyl)cyclohexan